(trans)-4-Amino-1-[6-(3-cyano-2-hydroxyphenyl)-3-(3,5-difluorophenyl)chinolin-4-yl]piperidin NC1CCN(CC1)C1=C(C=NC2=CC=C(C=C12)C1=C(C(=CC=C1)C#N)O)C1=CC(=CC(=C1)F)F